7-((5-((2S,4S)-4-hydroxy-2-methylpiperidin-1-yl)pyridin-2-yl)amino)-4-(imidazo[1,2-a]pyrazin-3-yl)isoindolin-1-one O[C@@H]1C[C@@H](N(CC1)C=1C=CC(=NC1)NC=1C=CC(=C2CNC(C12)=O)C1=CN=C2N1C=CN=C2)C